(1-ethyl-(1H-imidazol-5-yl)methyl)-1H-benzo[d]imidazole-6-carboxylic acid methyl ester COC(=O)C=1C=CC2=C(N(C=N2)C(CC)C2=CN=CN2)C1